C(C)(C)N=C=NC(C)C N,N'-di-isopropylcarbodiimide